O=C1NC(CCC1N1C(C2=CC=C(C=C2C1=O)N1CCC(CC1)CCCN1CCN(CC1)C1=CC=C(C=C1)C(=O)C=1C2=C(SC1C1=CC=C(C=C1)F)C=C(C=C2)O)=O)=O 2-(2,6-dioxopiperidin-3-yl)-5-(4-(3-(4-(4-(2-(4-fluorophenyl)-6-hydroxybenzo[b]thiophene-3-carbonyl)phenyl)piperazin-1-yl)propyl)piperidin-1-yl)isoindoline-1,3-dione